C(C1=CC=CC=C1)OC(=O)N1[C@H](CN(CC1)C1=C(N=C2N1CCNC2)C(=O)OC)CC#N methyl (S)-3-(4-((benzyloxy)carbonyl)-3-(cyanomethyl)piperazin-1-yl)-5,6,7,8-tetrahydroimidazo[1,2-a]pyrazine-2-carboxylate